3-({4-[({6-methyl-2-[methyl(methylsulfonyl)amino]pyridin-3-yl}methyl)amino]-5-(trifluoromethyl)pyrimidin-2-yl}amino)benzamide CC1=CC=C(C(=N1)N(S(=O)(=O)C)C)CNC1=NC(=NC=C1C(F)(F)F)NC=1C=C(C(=O)N)C=CC1